C(C1=CC=C(C(=O)OCCCCCCC(C)C)C=C1)(=O)OCCCCCCC n-heptyl isononyl terephthalate